4-({2-[4-{5-chloro-2-[4-(difluoromethyl)-1H-1,2,3-triazol-1-yl]phenyl}-5-methoxy-2-oxopyridin-1(2H)-yl]pentanoyl}amino)-2-fluorobenzamide ClC=1C=CC(=C(C1)C1=CC(N(C=C1OC)C(C(=O)NC1=CC(=C(C(=O)N)C=C1)F)CCC)=O)N1N=NC(=C1)C(F)F